N2-((tetrahydro-2H-pyran-4-yl)methyl)pyrazine-2,3-diamine O1CCC(CC1)CNC1=NC=CN=C1N